FC(OC[C@@H](C1=CC(=CC=C1)OC(F)F)NC(CC(O)C1CC(C1)(C)C)=O)F N-((R)-2-(difluoromethoxy)-1-(3-(difluoromethoxy)phenyl)ethyl)-3-(3,3-dimethylcyclobutyl)-3-hydroxypropionamide